FC(S(=O)(=O)OCC(CC=C)(F)F)(F)F 2,2-difluoropent-4-en-1-yl trifluoromethanesulfonate